3-chloro-5-(4,4,5,5-tetramethyl-1,3,2-dioxaborolan-2-yl)pyridin-2-amine ClC=1C(=NC=C(C1)B1OC(C(O1)(C)C)(C)C)N